tert-butyl 4-(2-ethoxy-2-oxoethyl)-3-methyl-4-(nitromethyl)piperidine-1-carboxylate C(C)OC(CC1(C(CN(CC1)C(=O)OC(C)(C)C)C)C[N+](=O)[O-])=O